Titanium Barium strontium [Sr].[Ba].[Ti]